CN(C1=C(C2=CC=CC=C2C=C1)B(O)O)C (2-(dimethylamino)naphthalen-1-yl)boronic acid